(S)-2-HYDROXYBUTYRIC ACID O[C@H](C(=O)O)CC